[phenyl(terphenylyl)triazinyl][(dimethylfluorenyl)benzoselenophenyl]benzene C1(=CC=CC=C1)C1=C(C(=NN=N1)C1=C(C=CC=C1)C=1[Se]C2=C(C1C1=C(C(=CC=3C4=CC=CC=C4CC13)C)C)C=CC=C2)C2=C(C=CC=C2)C=2C(=CC=CC2)C2=CC=CC=C2